C12CNCC(CC1)N2C=2SC=1CN(CCC1N2)C(CC2(CCCC2)C)=O 1-(2-(3,8-diazabicyclo[3.2.1]octan-8-yl)-6,7-dihydrothiazolo[5,4-c]pyridin-5(4H)-yl)-2-(1-methylcyclopentyl)ethan-1-one